CN1N=C(C=C1)CCN 2-(1-Methyl-1H-pyrazol-3-yl)ethan-1-amine